C(C)(C)C1CCC(S1)(C)CCO 2-(5-Isopropyl-2-methyltetrahydrothiophen-2-yl)ethanol